4-(2-{6-[(7R)-7-Amino-2-azabicyclo[2.2.1]heptane-2-carbonyl]-3-methylpyrazolo[1,5-a]pyridin-2-yl}-1-(cyclopropylmethyl)-1H-pyrrolo[2,3-b]pyridin-6-yl)-2-fluoro-5-methylbenzamide N[C@H]1C2N(CC1CC2)C(=O)C=2C=CC=1N(C2)N=C(C1C)C1=CC=2C(=NC(=CC2)C2=CC(=C(C(=O)N)C=C2C)F)N1CC1CC1